N-(2-(ethylsulfonamido)-5-((2-(6-(2,2,2-trifluoroethyl)quinazolin-4-yl)-2,7-diazaspiro[3.5]nonan-7-yl)methyl)phenyl)acetamide C(C)S(=O)(=O)NC1=C(C=C(C=C1)CN1CCC2(CN(C2)C2=NC=NC3=CC=C(C=C23)CC(F)(F)F)CC1)NC(C)=O